6-methyl-2-(methylthio)pyrimidin-4(1H)-one CC1=CC(N=C(N1)SC)=O